FC1(OC2=C(C=NC(=C2)[C@H](C)OC2=NC=CC(=C2)N2N=C(C=3CCCC(C23)OC23CC(C2)(C3)C(=O)O)C(F)(F)F)O1)F 3-[[1-[2-[(1S)-1-(2,2-difluoro-[1,3]dioxolo[4,5-c]pyridine-6-yl)ethoxy]-4-pyridyl]-3-(trifluoromethyl)-4,5,6,7-tetrahydroindazol-7-yl]oxy]bicyclo[1.1.1]pentane-1-carboxylic acid